difluoro phosphonate P(OF)(OF)=O